C=CCCC(CC(CCCC)=O)=O undecen-5,7-dione